CC=1N=C(C2=C(N1)C1=C(O2)C=CC=C1)N1[C@@H](C[C@@H](C1)NC1CNCCC1)C(=O)O (2S,4S)-1-(2-methylbenzofuro[3,2-d]pyrimidin-4-yl)-4-(piperidin-3-ylamino)pyrrolidine-2-carboxylic acid